(2S,3S)-2-((((9H-fluoren-9-yl)methoxy)carbonyl)amino)-3-(4-(tert-butoxy)phenyl)butanoic acid C1=CC=CC=2C3=CC=CC=C3C(C12)COC(=O)N[C@H](C(=O)O)[C@@H](C)C1=CC=C(C=C1)OC(C)(C)C